[NH4+].C=C ethylene ammonium salt